The molecule is an alkaloid isolated from the marine dinoflagellates and cyanobacteria that causes paralytic shellfish poisoning. It has a role as a neurotoxin, a toxin, a sodium channel blocker and a marine metabolite. It is a carbamate ester, a member of guanidines, an alkaloid, a pyrrolopurine and a ketone hydrate. C1CN2C(=N[C@H]([C@H]3[C@]2(C1(O)O)NC(=N3)N)COC(=O)N)N